ClC1=C(C=NN1C)S(=O)(=O)N1CCC(CC1)C1=CC(=NN1)C=1OC=CC1 1-((5-chloro-1-methyl-1H-pyrazol-4-yl)sulfonyl)-4-(3-(furan-2-yl)-1H-pyrazol-5-yl)piperidine